CC1=C(C=CC(=N1)N1CCN(CC1)C(=O)OC(C)(C)C)B1OC(C(O1)(C)C)(C)C Tert-butyl 4-(6-methyl-5-(4,4,5,5-tetramethyl-1,3,2-dioxaborolan-2-yl)pyridin-2-yl)piperazine-1-carboxylate